ClC1=CC=C2C(=C(NC2=C1C=1C(=NN(C1C)C)C)C(=O)OCC)CCCOC1=CC(=CC2=CC=CC=C12)OC Ethyl 6-chloro-3-(3-((3-methoxynaphthalen-1-yl)oxy)propyl)-7-(1,3,5-trimethyl-1H-pyrazol-4-yl)-1H-indole-2-carboxylate